lithium indium tin [Sn].[In].[Li]